FC=1C(=NC(=NC1)N[C@H]1[C@@H](CN(CC1)C)O)C=1C=C(C2=C(N(C(=N2)C)C(C)C)C1)F (3r,4r)-4-({5-fluoro-4-[4-fluoro-2-methyl-1-(propane-2-yl)-1H-benzimidazol-6-yl]pyrimidin-2-yl}amino)-1-methylpiperidin-3-ol